2-imidazo[1,2-a]pyridin-7-ylbutan-2-ol N=1C=CN2C1C=C(C=C2)C(C)(CC)O